C(CCC)(N)N.C(C(=C)CC(=O)O)(=O)O itaconic acid-butanediamine salt